OC1=C(C=C2C(=N1)CN(C2)C)C(=O)OC methyl 2-hydroxy-6-methyl-6,7-dihydro-5H-pyrrolo[3,4-b]pyridine-3-carboxylate